(7-nitrobenzo[d]imidazo[2,1-b]thiazol-2-yl)benzoic acid [N+](=O)([O-])C1=CC2=C(N3C(S2)=NC(=C3)C3=C(C(=O)O)C=CC=C3)C=C1